5-Bromo-2-chloro-3-(trifluoromethyl)pyridine BrC=1C=C(C(=NC1)Cl)C(F)(F)F